N1=C(C=C(C=C1)N1C(NC2=C(SC=3N=CC=C1C32)C(=O)N[C@H]3[C@H](CCC3)NC(C=C)=O)=O)C=3C=NC=CC3 5-([2,3'-Bipyridin]-4-yl)-N-((1R,2S)-2-acrylamidocyclopentyl)-4-oxo-4,5-dihydro-3H-1-thia-3,5,8-triazaacenaphthylene-2-carboxamide